BrC(C(=O)O)(C(=O)O)Br dibromomalonic acid